N-(1-(5-chloro-1-(4-(trifluoro-methyl)phenyl)-1H-pyrazolo[4,3-b]pyridin-3-yl)pyrrolidin-3-yl)-acrylamide ClC1=CC=C2C(=N1)C(=NN2C2=CC=C(C=C2)C(F)(F)F)N2CC(CC2)NC(C=C)=O